COC=1C(=C2C=CNC2=C(C1)C)CN1C(CC2(COC2)CC1)C1=CC(=C(C(=O)O)C=C1)NC 4-(7-((5-Methoxy-7-methyl-1H-indol-4-yl)methyl)-2-oxa-7-azaspiro[3.5]nonan-6-yl)-2-(methylamino)benzoic acid